FC=1C(=C(C(=NC1)C(C)C)NC(OC1=CC=CC=C1)=O)C(C)C phenyl (5-fluoro-2,4-diisopropylpyridin-3-yl)carbamate